tert-butyl (S)-(4-((naphthalen-1-ylmethyl)amino)-4-oxobutan-2-yl)carbamate C1(=CC=CC2=CC=CC=C12)CNC(C[C@H](C)NC(OC(C)(C)C)=O)=O